BrC1=CC(=C2NC(=C3C2=C1C1=C[C@H](CN([C@@H]1C3)C)C(=O)N(CC)CC)Br)Br (6aR,9R)-1,3,5-tribromo-N,N-diethyl-7-methyl-4,6,6a,7,8,9-hexahydroindolo[4,3-fg]quinoline-9-carboxamide